C1(CCCC1)C1=CC=CC=2C3=CC=CC=C3CC12 cyclopentyl-fluorene